CN1C(C=2N=CN([C@H]3C[C@H](O)[C@@H](CO)O3)C2N=C1)=N 2'-deoxy-N1-methyladenosine